N[C@@H](CCC1=CC(=NC(=C1)C1=C(C=CC=C1C)C)NS(=O)(=O)C=1C=C(C(=O)OC)C=CC1)CC(C)C methyl 3-[[4-[(3S)-3-amino-5-methyl-hexyl]-6-(2,6-dimethylphenyl)-2-pyridyl]sulfamoyl]benzoate